tert-butyl (2-amino-ethyl)-carbamate NCCNC(OC(C)(C)C)=O